C(C)[C@H]1C(C(CC=C1)=O)C1=CC=C(C=C1)OC Ethyl-(R)-2-(4-methoxyphenyl)-3-oxo-2,3-dihydro-1H-benzol